6-(5-fluoro-2-pyridyl)-N-[(6-methylpyridazin-3-yl)methyl]-8-tetrahydropyran-4-yloxy-quinazolin-4-amine FC=1C=CC(=NC1)C=1C=C2C(=NC=NC2=C(C1)OC1CCOCC1)NCC=1N=NC(=CC1)C